C12CNCC(CC1)C2C2=CC=1NC(=C(C1S2)C(C)C)C=2C=C(C=1N(C2)N=CN1)C 2-(3-azabicyclo[3.2.1]octan-8-yl)-6-isopropyl-5-(8-methyl-[1,2,4]triazolo[1,5-a]pyridin-6-yl)-4H-thieno[3,2-b]pyrrole